epsilon-decanone CCCCC(CCCCC)=O